9-(4-(2-(2-(2-methoxyethoxy)ethoxy)ethoxy)phenyl)-N,N-di(naphthalen-2-yl)-9H-carbazol-3-amine COCCOCCOCCOC1=CC=C(C=C1)N1C2=CC=CC=C2C=2C=C(C=CC12)N(C1=CC2=CC=CC=C2C=C1)C1=CC2=CC=CC=C2C=C1